Tert-butyl (S)-2-((4-(6-((2-ethyl-2H-indazol-6-yl) methoxy) pyridin-2-yl) piperidin-1-yl) methyl)-1-(oxetan-2-ylmethyl)-1H-benzo[d]imidazole-6-carboxylate C(C)N1N=C2C=C(C=CC2=C1)COC1=CC=CC(=N1)C1CCN(CC1)CC1=NC2=C(N1C[C@H]1OCC1)C=C(C=C2)C(=O)OC(C)(C)C